8-(2-chloro-3-(trifluoromethyl)phenyl)-9-(4-((1-(3,3,3-trifluoropropyl)azetidin-3-yl)methyl)phenyl)-6,7-dihydro-5H-benzo[7]annulene-3-carboxylic acid ClC1=C(C=CC=C1C(F)(F)F)C=1CCCC2=C(C1C1=CC=C(C=C1)CC1CN(C1)CCC(F)(F)F)C=CC(=C2)C(=O)O